P([O-])([O-])(N)=S Phosphoramidothioat